ClC=1C=C(C=CC1C(=O)N1CCN(CC1)C(C[C@H]1NCCC1)=O)NC(=O)C=1N(C(=CN1)C1=CC(=C(C=C1)OC(F)F)F)C N-[3-chloro-4-[4-[2-[(2S)-pyrrolidin-2-yl]acetyl]piperazine-1-carbonyl]phenyl]-5-[4-(difluoromethoxy)-3-fluoro-phenyl]-1-methyl-imidazole-2-carboxamide